N1=C(C=CC=C1)C=1N=C2SC(=NN2C1)N 6-(pyridin-2-yl)imidazo[2,1-b][1,3,4]thiadiazol-2-amine